trans-4-(((tert-butoxycarbonyl) amino) methyl)-4-fluorocyclohexyl mesylate S(C)(=O)(=O)OC1CCC(CC1)(F)CNC(=O)OC(C)(C)C